O(CC)C1(CC1)[O-] 1-ethoxyl-cyclopropanolate